OC1=CC=C(CNC(C)=O)C=C1[N+](=O)[O-] N-(4-hydroxy-5-nitrobenzyl)acetamide